2-(1-Cyclopentyl-1H-indol-5-yloxy)-pyrido[3,4-d]pyrimidin-4-ol C1(CCCC1)N1C=CC2=CC(=CC=C12)OC=1N=C(C2=C(N1)C=NC=C2)O